6-bromo-3-(2-chloro-5-fluorophenyl)-N-(6-methylbenzo[d]thiazol-2-yl)-1-carbonylisoindoline-4-carboxamide BrC=1C=C(C=2C(NC(C2C1)=C=O)C1=C(C=CC(=C1)F)Cl)C(=O)NC=1SC2=C(N1)C=CC(=C2)C